5-((4-(2,6-difluorophenyl)piperazin-1-yl)methyl)-2-(2,4-dioxotetrahydropyrimidin-1(2H)-yl)isoindoline-1,3-dione FC1=C(C(=CC=C1)F)N1CCN(CC1)CC=1C=C2C(N(C(C2=CC1)=O)N1C(NC(CC1)=O)=O)=O